N-(4-((4-([1,2,4]triazolo[1,5-a]pyridin-7-yloxy)-2-methoxyphenyl)amino)-7-methoxyquinazolin-6-yl)-2-fluoro-3-(1-methylpyrrolidin-2-yl)acrylamide N=1C=NN2C1C=C(C=C2)OC2=CC(=C(C=C2)NC2=NC=NC1=CC(=C(C=C21)NC(C(=CC2N(CCC2)C)F)=O)OC)OC